C(C)(C)(C)C=1C=CC(=C(C1)S(=O)(=O)NC(=O)C1=NC2=CC=CC(=C2C=C1)C=1N=NC=CC1)OC N-((5-(tert-butyl)-2-methoxyphenyl)sulfonyl)-5-(pyridazin-3-yl)quinoline-2-carboxamide